bromo-chlorodimethyl-hydantoine BrN1C(N(C(C1=O)(C)C)Cl)=O